COC[C@@H](C)NC1=NC=CC(=C1)CN1C(N(C(C1(C)C)=O)C1=CC=C2C3(CN(C2=C1)S(=O)(=O)C)CC3)=O (R)-1-((2-((1-methoxypropan-2-yl)amino)pyridin-4-yl)methyl)-5,5-dimethyl-3-(1'-(methylsulfonyl)spiro[cyclopropane-1,3'-indolin]-6'-yl)imidazolidine-2,4-dione